(2S,3S,4S,5R,6S)-3,4,5-trihydroxy-6-(((4aR,10aR)-7-hydroxy-1-propyl-1,2,3,4,4a,5,10,10a-octahydrobenzo[g]quinolin-6-yl)oxy)tetrahydro-2H-pyran-2-carboxylic acid O[C@@H]1[C@H](O[C@H]([C@@H]([C@H]1O)O)OC1=C(C=CC2=C1C[C@H]1CCCN([C@@H]1C2)CCC)O)C(=O)O